N5-(3-(4-amino-2-fluorophenyl)propyl)-2-(furan-2-yl)-[1,2,4]triazolo[1,5-a][1,3,5]triazine-5,7-diamine NC1=CC(=C(C=C1)CCCNC1=NC=2N(C(=N1)N)N=C(N2)C=2OC=CC2)F